C(CCC(=O)O)(=O)O.C1(=CC=CC2=CC=CC=C12)C(=O)C1=CC=CC=C1.C1(=CC=CC2=CC=CC=C12)C(=O)C1=CC=CC=C1 dinaphthophenone succinate